[4-[(2,3-dichloro-6-hydroxyphenyl)(hydroxy)methyl]pyridin-2-yl]carbamate ClC1=C(C(=CC=C1Cl)O)C(C1=CC(=NC=C1)NC([O-])=O)O